FC(C=1C(=C(C=CC1)[C@@H](C)NC=1C2=C(N=CN1)NC(C(=C2)C2(CCS(CC2)(=O)=O)C#N)=O)F)F (R)-4-(4-((1-(3-(difluoromethyl)-2-fluorophenyl)ethyl)amino)-7-oxo-7,8-dihydropyrido[2,3-d]pyrimidin-6-yl)tetrahydro-2H-thiopyran-4-carbonitrile 1,1-dioxide